C(#N)C1=CC(=NC(=C1)C)NC1=NNC=C1 3-((4-cyano-6-methylpyridin-2-yl)amino)-1H-pyrazol